C[Sn](C1=CC=C(S1)\C=C\C=1SC(=CC1)[Sn](C)(C)C)(C)C (trans)-1,2-bis[5-(trimethylstannyl)thiophen-2-yl]ethylene